CCOC1=CC=C(C=C1)[N+](=O)[O-] P-nitrophenetole